(S)-3-((8-Cyanoquinolin-5-yl)amino)pyrrolidine-1-carboxylic acid tert-butyl ester C(C)(C)(C)OC(=O)N1C[C@H](CC1)NC1=C2C=CC=NC2=C(C=C1)C#N